C(=O)(O)CCN1C=NC=2N=C(NC(C12)=O)N Anti-7-(Carboxyethyl)guanine